FC(C)(F)C=1C=C(C=CC1)NC(=O)C1C(=NN(C1=O)C1=CC(=C(C=C1)OC)C)C N-(3-(1,1-difluoroethyl)phenyl)-1-(4-methoxy-3-methylphenyl)-3-methyl-5-oxo-4,5-dihydro-1H-pyrazole-4-carboxamide